COC(=O)C1=CN(C=C1)CC=1C(=NC(=CC1)N1CC2C(C2C1)(F)F)C 1-[(6-{6,6-Difluoro-3-azabicyclo[3.1.0]hex-3-yl}-2-methylpyridin-3-yl)methyl]-1H-pyrrole-3-carboxylic acid methyl ester